benzo[4,5]imidazo[1,2-a]pyrimidin-4-amine N=1C=2N(C(=CC1)N)C1=C(N2)C=CC=C1